4-(1-Ethyl-1H-imidazol-2-yl)-4-oxobutanoic acid tert-butyl ester C(C)(C)(C)OC(CCC(=O)C=1N(C=CN1)CC)=O